BrC=1C=C(C=NC1)N1N=C2C(=N1)CCC2C2=CC=CC=C2 5-bromo-3-(4-phenyl-5,6-dihydrocyclopenta[d][1,2,3]triazol-2(4H)-yl)pyridine